BrC1=CC=C(C=C1)[C@@](C(=O)OC(C)C)(CC(=C)C)N[S@@](=O)C(C)(C)C isopropyl (R)-2-(4-bromophenyl)-2-(((S)-tert-butylsulfinyl) amino)-4-methylpent-4-enoate